ClC1=NC=2N(C(=C1C1=C(C=C(C=C1F)F)F)Cl)N=CN2 5,7-Dichloro-6-(2,4,6-trifluorophenyl)-[1,2,4]triazolo[1,5-a]pyrimidine